(S)-ethyl 8-(2-amino-6-((R)-1-(3'-chloro-4'-fluoro-3-(3-methyl-1H-pyrazol-1-yl)-[1,1'-biphenyl]-4-yl)-2,2,2-trifluoroethoxy)pyrimidin-4-yl)-2,8-diazaspiro[4.5]decane-3-carboxylate NC1=NC(=CC(=N1)N1CCC2(C[C@H](NC2)C(=O)OCC)CC1)O[C@@H](C(F)(F)F)C1=C(C=C(C=C1)C1=CC(=C(C=C1)F)Cl)N1N=C(C=C1)C